BrC1=C(C=CC(=C1)Cl)CS(=O)(=O)Cl (2-bromo-4-chlorophenyl)methanesulfonyl chloride